N-Cyclopropyl-N-(2-cyclopropylbenzyl)-3-(difluoromethyl)-5-fluoro-1-methyl-1H-pyrazole-4-carboxamid C1(CC1)N(C(=O)C=1C(=NN(C1F)C)C(F)F)CC1=C(C=CC=C1)C1CC1